2,6-dibenzyloxy-3-(5-bromo-4-fluoro-2-pyridyl)pyridine C(C1=CC=CC=C1)OC1=NC(=CC=C1C1=NC=C(C(=C1)F)Br)OCC1=CC=CC=C1